(2Z)-7-(4-hydroxy-2-methylphenyl)-2-(hydroxyimino)-1,2,3,4-tetrahydronaphthalen-1-one OC1=CC(=C(C=C1)C1=CC=C2CC/C(/C(C2=C1)=O)=N/O)C